C12(CC3CC(CC(C1)C3)C2)NC(CCCCCC[NH-])C2=CC(=CC=C2)NC2C(NC(CC2)=O)=O 7-((adamantan-1-yl)amino)-N-(3-((2,6-dioxopiperidin-3-yl)amino)phenyl)heptylamide